6-(6-(((1s,2s,3r,5r)-2-fluoro-1,5-dimethyl-9-azabicyclo[3.3.1]non-3-yl)oxy)pyridazin-3-yl)-7-hydroxy-3-methylquinazolin-4(3H)-one F[C@H]1[C@@]2(CCC[C@](C[C@H]1OC1=CC=C(N=N1)C=1C=C3C(N(C=NC3=CC1O)C)=O)(N2)C)C